6-cyano-1-(6-(3-(dimethyl-amino)azetidin-1-yl)pyridin-3-yl)-7-(5-(((3-fluoropyridin-2-yl)oxy)methyl)-2,2-dimethyl-pyrrolidin-1-yl)-4-oxo-1,4-dihydro-quinoline-3-carboxylic acid C(#N)C=1C=C2C(C(=CN(C2=CC1N1C(CCC1COC1=NC=CC=C1F)(C)C)C=1C=NC(=CC1)N1CC(C1)N(C)C)C(=O)O)=O